[Si](C)(C)(C(C)(C)C)OC1CCCC2OC3=NC(=C(C4=NC(=NC(N(C12)C)=C43)S(=O)C)F)Cl 11-((tert-butyldimethylsilyl)oxy)-5-chloro-4-fluoro-12-methyl-2-(methylsulfinyl)-7a,8,10,11,11a,12-hexahydro-9H-7-oxa-1,3,6,12-tetraazapleiadene